tert-butyl (2R)-2-({[(2R)-butan-2-yl](tert-butoxycarbonyl)amino}methyl)-4-fluoro-6-hydroxy-5-(1,1,4-trioxo-1λ6,2,5-thiadiazolidin-2-yl)-2,3-dihydro-1H-indole-1-carboxylate C[C@H](CC)N(C(=O)OC(C)(C)C)C[C@@H]1N(C2=CC(=C(C(=C2C1)F)N1S(NC(C1)=O)(=O)=O)O)C(=O)OC(C)(C)C